C1(CCC1)C=1N=CC2=C(N1)NC=C2C=2C=CC1=C(N(N=N1)CC)C2 6-(2-cyclobutyl-7H-pyrrolo[2,3-d]pyrimidin-5-yl)-1-ethyl-1H-benzo[d][1,2,3]triazole